2-(1-(3,5-dibromophenyl)-3-methylcyclobutane-1-carbonyl)-N-methylhydrazine-1-thiocarboamide BrC=1C=C(C=C(C1)Br)C1(CC(C1)C)C(=O)NNC(NC)=S